NC1=NC=CC2=CC(=CC=C12)CNC([C@H](CC1=CC(=C(C=C1)F)F)NC(=O)C1=NC=2N(C(=C1)C(C)C)N=CN2)=O (S)-N-(1-(((1-Aminoisoquinolin-6-yl)methyl)amino)-3-(3,4-difluorophenyl)-1-oxopropan-2-yl)-7-isopropyl-[1,2,4]triazolo[1,5-a]pyrimidine-5-carboxamide